disodium n-lauryl-β-iminodipropionate CCCCCCCCCCCCN(CCC(=O)[O-])CCC(=O)[O-].[Na+].[Na+]